C1(=C(C=CC=C1)N1C(=NC=C1)C=1C=C(C=CC1)O)C 3-(1-(o-tolyl)-1H-imidazol-2-yl)phenol